ClC=1C=NN(C(C1)=O)C(C(=O)NC1=CC(=C(C=C1)C)NS(=O)(=O)C)C 2-(4-chloro-6-oxo-pyridazin-1-yl)-N-[3-(methanesulfonamido)-4-methyl-phenyl]propanamide